COC(=O)C1=CC=C(C=C1)[C@@H]1N(C[C@H](CC1)C)C(=O)OC(C)(C)C tert-butyl (2R,5S)-2-(4-methoxycarbonylphenyl)-5-methyl-piperidine-1-carboxylate